N-(4-fluorophenyl)-2-[1-(3-methyl-1H-1,2,4-oxadiazole-5-carbonyl)-1,2,3,4-tetrahydroquinolin-6-yl]propanamide FC1=CC=C(C=C1)NC(C(C)C=1C=C2CCCN(C2=CC1)C(=O)C1=NC(=NO1)C)=O